OC1=C(C=CC(=C1)OCCCOCCCC)C1=NC=NC=N1 2-[2-hydroxy-4-butyloxypropoxyphenyl]-1,3,5-triazine